tert-Butyl (S)-(2-hydroxy-2-(2-(2-hydroxyethyl)-2H-indazol-3-yl)ethyl)(methyl)carbamate O[C@@H](CN(C(OC(C)(C)C)=O)C)C=1N(N=C2C=CC=CC12)CCO